6-((5-methoxy-4-nitro-9-oxo-9,10-dihydro-acridin-1-yl)amino)caproic acid COC1=C2NC=3C(=CC=C(C3C(C2=CC=C1)=O)NCCCCCC(=O)O)[N+](=O)[O-]